Methyl 2-((4-(6-((4-chloro-2-fluorobenzofuran-7-yl)methoxy)pyridin-2-yl)cyclohex-3-en-1-yl)methyl)-1-((1-ethyl-1H-imidazol-5-yl)methyl)-1H-benzo[d]imidazole-6-carboxylate ClC1=CC=C(C2=C1C=C(O2)F)COC2=CC=CC(=N2)C2=CCC(CC2)CC2=NC1=C(N2CC2=CN=CN2CC)C=C(C=C1)C(=O)OC